3-(azetidin-3-yloxy)-N-(6-(trifluoromethyl)pyridin-3-yl)pyrazin-2-amine N1CC(C1)OC=1C(=NC=CN1)NC=1C=NC(=CC1)C(F)(F)F